ClC=1C=C2C(=C(N(C(C2=CC1)=O)C1CC1)C(=O)O)C1=CC=CC=C1 6-chloro-2-cyclopropyl-1-oxo-4-phenyl-1,2-dihydroisoquinoline-3-carboxylic acid